OC1=C(C(=O)[O-])C=CC=C1O 2,3-DIHYDROXYBENZOATE